CC=C(C(=O)N)CCC methyl-propylacrylamide